C(C)N1CC2=CC=C(C=C2C1)NC=1C=NC(=C(C1)F)N1CCCCC1 2-Ethyl-N-(5-fluoro-6-(piperidin-1-yl)pyridin-3-yl)isoindolin-5-amine